B(O)(O)CCC=1C(=C(C(=O)O)C(=CC1)OC1CN(C1)C(CN1N=NC(=C1)CC(=O)O)=O)O 3-(2-Boronoethyl)-6-[(1-{[4-(carboxymethyl)-1H-1,2,3-triazol-1-yl]acetyl}azetidin-3-yl)oxy]-2-hydroxybenzoic acid